2-[2-[2-[4-[5-[tert-butyl(dimethyl)silyl]oxy-1-tetrahydropyran-2-yl-indazol-3-yl]pyrazol-1-yl]ethoxy]ethoxy]ethyl methanesulfonate CS(=O)(=O)OCCOCCOCCN1N=CC(=C1)C1=NN(C2=CC=C(C=C12)O[Si](C)(C)C(C)(C)C)C1OCCCC1